C(#N)CN1C=CC2=C(C=CC=C12)NC1CCC(CC1)N1CCOCC1 1-(cyanomethyl)-4-{[(1R,4R)-4-(morpholin-4-yl)cyclohexyl]amino}-1H-indol